2-[(3R)-4-[1-(2,6-dioxo-3-piperidyl)-4-fluoro-3-methyl-2-oxo-benzimidazol-5-yl]-3-methyl-piperazin-1-yl]acetic acid O=C1NC(CCC1N1C(N(C2=C1C=CC(=C2F)N2[C@@H](CN(CC2)CC(=O)O)C)C)=O)=O